C(C)(C)(C)O tert-butyl ALCOHOL